1-(2-fluoro-3,4-dihydroxyphenyl)ethan-1-one FC1=C(C=CC(=C1O)O)C(C)=O